ClC=1C=C2N=C3C=CC(=CC3=C(C2=CC1)NC1=CC(=C(C=C1)O)CN1CCN(CC1)CCC(OC)OC)OC 4-((6-Chloro-2-methoxyacridin-9-yl)amino)-2-((4-(3,3-dimethoxypropyl)piperazin-1-yl)methyl)-phenol